ethyl 2-(3-chlorophenyl)-2-oxoacetate ClC=1C=C(C=CC1)C(C(=O)OCC)=O